8-(3-Chloro-2-(trifluoromethyl)phenyl)-9-(4-((1-(3,3-difluoropropyl)azetidin-3-yl)methyl)phenyl)-6,7-dihydro-5H-benzo[7]annulen ClC=1C(=C(C=CC1)C=1CCCC2=C(C1C1=CC=C(C=C1)CC1CN(C1)CCC(F)F)C=CC=C2)C(F)(F)F